NC1=CC=C(C(=C1N1CC2(CCC1)CCN(CC2)C(=O)OC(C)(C)C)C(F)(F)F)OCC[Si](C)(C)C tert-Butyl 2-(6-amino-2-(trifluoromethyl)-3-(2-(trimethylsilyl)ethoxy)phenyl)-2,9-diazaspiro[5.5]undecane-9-carboxylate